2-(5-(5-(2-bromo-phenyl)-1,2,4-oxadiazol-3-yl)-1H-benzo[d][1,2,3]triazol-1-yl)ethanol BrC1=C(C=CC=C1)C1=NC(=NO1)C1=CC2=C(N(N=N2)CCO)C=C1